3-bromo-6-chloro-7-fluoro-1H-pyrazolo[4,3-c]pyridine BrC1=NNC2=C1C=NC(=C2F)Cl